tert-butyl (1R,3S)-3-aminocyclopentylcarbamate N[C@@H]1C[C@@H](CC1)NC(OC(C)(C)C)=O